CN(C)CC1=C(C=CC(=N1)NC=1C=CC(=C2CNC(C12)=O)C1=CN=C2N1C=CC(=C2F)C)[C@H]2COCC2 (S)-7-((6-((dimethylamino)-methyl)-5-(tetrahydrofuran-3-yl)pyridin-2-yl)amino)-4-(8-fluoro-7-methylimidazo[1,2-a]pyridin-3-yl)isoindolin-1-one